CN1C=NC(=C1)C(=O)ON=CC1=CC(=CC=C1)OC1=CC=CC=C1 3-Phenoxybenzaldehyde-O-(1-methyl-1H-imidazole-4-carbonyl) oxime